C(C)(=O)NCCNCCNCCN N-acetyl-triethylenetetramine